N-[5-(TRIMETHOXYSILYL)-2-AZA-1-OXO-PENTYL]CAPROLACTAM CO[Si](CCCNC(=O)N1C(CCCCC1)=O)(OC)OC